C(#C)C1=C(C=C(C=C1)C(=O)OC)[N+]#N 2-ethynyl-5-(methoxycarbonyl)benzenediazonium